3-(5-((2,3-difluoro-6-methoxybenzyl)amino)-2-fluoro-4-methoxyphenyl)-2,4-dioxo-1H-thieno[3,4-d]pyrimidine-5-carboxylic acid FC1=C(CNC=2C(=CC(=C(C2)N2C(NC=3C(C2=O)=C(SC3)C(=O)O)=O)F)OC)C(=CC=C1F)OC